OCCNCCCCCCC(C(=O)OCCCCCCCCC(C)C)C 9-methyldecyl 8-((2-hydroxyethyl)amino)-2-methyloctanoate